6,6-dimethyl-3-azabicyclo[3.1.0]hexane-2-carboxamide hydrochloride Cl.CC1(C2CNC(C12)C(=O)N)C